O[C@H]1[C@@]2(CO[C@H]([C@@H]([C@H]1O)NC1=NC=C(C=C1C#N)F)O2)CO 2-[[(1S,2R,3R,4R,5S)-2,3-dihydroxy-1-(hydroxymethyl)-6,8-dioxabicyclo[3.2.1]octan-4-yl]amino]-5-fluoro-pyridine-3-carbonitrile